2-(((1R,3S)-3-(4-amino-1H-indazol-1-yl)cyclohexyl)amino)-4-methoxypyrimidine-5-carbonitrile NC1=C2C=NN(C2=CC=C1)[C@@H]1C[C@@H](CCC1)NC1=NC=C(C(=N1)OC)C#N